Cl.NC1CC(C1)C(=O)N1C2CN(CC1CC2)C2=NC=C(C=N2)C(F)(F)F ((1R,3R)-3-aminocyclobutyl)(3-(5-(trifluoromethyl)pyrimidin-2-yl)-3,8-diazabicyclo[3.2.1]oct-8-yl)methanone hydrochloride